[C@@H]1([C@H](O)[C@H](O)[C@H](O1)CO)N1C(N=C(C=C1)N)N 3-β-D-ribofuranosyl-(2,6-diaminopyrimidine)